N-[(1R,3R)-3-[(6-bromo-3-chloro-pyrazin-2-yl)methylcarbamoyl]cyclohexyl]-carbamic acid benzyl ester C(C1=CC=CC=C1)OC(N[C@H]1C[C@@H](CCC1)C(NCC1=NC(=CN=C1Cl)Br)=O)=O